ClC1=C2C=C(NC2=CC=C1Cl)C(=O)N1CC2(CCN(C2)C(C)=O)CC1 1-(7-(4,5-dichloro-1H-indole-2-carbonyl)-2,7-diazaspiro[4.4]nonan-2-yl)ethan-1-one